NC=1C=C(C(=O)NC(C(N2CC=CCC2C=2C=NC=CC2)=O)CC2=CC=CC=C2)C=CC1 3-amino-N-(1-oxo-3-phenyl-1-(6-(pyridin-3-yl)-5,6-dihydropyridin-1(2H)-yl)propan-2-yl)benzamide